FC(C=1C=C(C=C(C1)C(F)(F)F)[B-](C1=CC(=CC(=C1)C(F)(F)F)C(F)(F)F)(C1=CC(=CC(=C1)C(F)(F)F)C(F)(F)F)C1=CC(=CC(=C1)C(F)(F)F)C(F)(F)F)(F)F.C(CCCCCCC)OC1=CC=C(C=C1)[I+]C1=CC=CC=C1 (4-octyloxyphenyl)-phenyliodonium tetrakis-(3,5-bis-trifluoromethylphenyl)borate